C1(CC1)C=1C2=C(C(N(C1)C1=CC(=CC=C1)C1(CC3(CC3)C1)C1=NN=CN1C)=O)N(C=C2)COCC[Si](C)(C)C 4-cyclopropyl-6-[3-[5-(4-methyl-1,2,4-triazol-3-yl)spiro[2.3]hexan-5-yl]phenyl]-1-(2-trimethylsilylethoxymethyl)pyrrolo[2,3-c]pyridin-7-one